NC1CCC(CC1)NC(C1=CC=C(C=C1)F)=O N-((1S,4S)-4-aminocyclohexyl)-4-fluorobenzamide